ClC=1C(=NC=CC1OC)N Chloro-4-methoxypyridin-2-amine